5-tert-butyl-N-[[4-[6-[4-[4-[4-[(2,6-dioxo-3-piperidyl)amino]phenyl]-1-piperidyl]butyl]pyrrolo[2,1-f][1,2,4]triazin-4-yl]-2-methyl-phenyl]methyl]-1,2,4-oxadiazole-3-carboxamide C(C)(C)(C)C1=NC(=NO1)C(=O)NCC1=C(C=C(C=C1)C1=NC=NN2C1=CC(=C2)CCCCN2CCC(CC2)C2=CC=C(C=C2)NC2C(NC(CC2)=O)=O)C